ClC=1C=C(C=CC1CC(C)C)C1=NC(=NO1)C1=CC=C(CN2CCC(CC2)(C(=O)O)COCCOC)C=C1 1-{4-[5-(3-chloro-4-isobutylphenyl)-[1,2,4]-oxadiazol-3-yl]benzyl}-4-(2-methoxyethoxymethyl)piperidine-4-carboxylic acid